((2R,3R,4R,5R)-4-acetoxy-5-(6-chloro-4-((3aR,6aS)-hexahydrocyclopenta[c]pyrrol-2(1H)-yl)-1H-pyrazolo[3,4-d]pyrimidin-1-yl)-3-hydroxy-3-(hydroxymethyl)tetrahydrofuran-2-yl)methylacetate C(C)(=O)O[C@@H]1[C@]([C@H](O[C@H]1N1N=CC=2C1=NC(=NC2N2C[C@@H]1[C@H](C2)CCC1)Cl)COC(C)=O)(CO)O